2,3,4,5-BIS(2-BUTENYLENE)TETRAHYDROFURFURAL C1C=CCC2C1C3CC=CCC3(O2)C=O